COC1=CC=C(C=C1)C1=CC2(CN(C2)C(=O)C=2C=C3CNC(C3=CC2)=O)C1 5-(6-(4-methoxyphenyl)-2-azaspiro[3.3]hept-5-ene-2-carbonyl)-1-oxoisoindolin